(S)-N-(3-(6-(((R)-1-hydroxypropan-2-yl)amino)-2-morpholinopyrimidin-4-yl)-4-methylphenyl)-3-(2,2,2-trifluoroethyl)pyrrolidine-1-carboxamide OC[C@@H](C)NC1=CC(=NC(=N1)N1CCOCC1)C=1C=C(C=CC1C)NC(=O)N1C[C@@H](CC1)CC(F)(F)F